C(C=C)(=O)NCC1=C(C=C(C(=C1C(=O)NCC=1C(NC(=CC1C)C)=O)C)N(C1CCOCC1)CC)C1=CC=CC=C1 (Acrylamidomethyl)-N-((4,6-dimethyl-2-oxo-1,2-dihydropyridin-3-yl)methyl)-5-(ethyl-(tetrahydro-2H-pyran-4-yl)amino)-4-methyl-[1,1'-biphenyl]-3-carboxamide